[(3S)-1-(2-amino-2-oxo-ethyl)-5-oxo-pyrrolidin-3-yl] 4-[3-[2-(cyclopropoxy)-3-pyridyl]pyrazolo[1,5-a]pyrimidin-5-yl]piperazine-1-carboxylate C1(CC1)OC1=NC=CC=C1C=1C=NN2C1N=C(C=C2)N2CCN(CC2)C(=O)O[C@@H]2CN(C(C2)=O)CC(=O)N